allylacetoxydimethylsilane C(C=C)CC(=O)O[SiH](C)C